4-[(dimethylamino)methyl]-1-[(4R)-2-(1,6-dimethyl-pyrazolo[3,4-b]pyridin-4-yl)-4-methyl-3,4-dihydro-1H-isoquinolin-6-yl]piperidin-4-ol CN(C)CC1(CCN(CC1)C=1C=C2[C@H](CN(CC2=CC1)C1=C2C(=NC(=C1)C)N(N=C2)C)C)O